NCCNC(=N)NCC(=O)NC1=C(C=C(C=C1)S(=O)(=O)NC1=C(N=CS1)C(=O)O)F 5-[[4-[[2-[[N-(2-aminoethyl)carbamimidoyl]amino]acetyl]amino]-3-fluoro-phenyl]sulfonylamino]thiazole-4-carboxylic acid